CC1CN(CC(O1)C1=NC(=NO1)C)C1=NC(=NC=C1)C1=CN=C2N1C=C(C=C2)C(F)(F)F 2-methyl-6-(3-methyl-1,2,4-oxadiazol-5-yl)-4-{2-[6-(trifluoromethyl)imidazo[1,2-a]pyridin-3-yl]pyrimidin-4-yl}morpholine